C(C=C)(=O)NC1=C(C=C(C(=C1)N)OC)N(CCN(C(OCC1=CC=CC=C1)=O)C)C benzyl (2-((2-acrylamido-4-amino-5-methoxyphenyl)(methyl)amino) ethyl)(methyl)carbamate